N-(1-methylsulfonylpiperidin-4-yl)-4-(2-propan-2-yloxy-1,3-thiazol-5-yl)-5-(trifluoromethyl)pyrimidin-2-amine CS(=O)(=O)N1CCC(CC1)NC1=NC=C(C(=N1)C1=CN=C(S1)OC(C)C)C(F)(F)F